N1C(COCC1)C1=CC=CC=C1CN1N=NC=C1 1-(3-Morpholinbenzyl)-1H-1,2,3-triazole